Methyl (S)-3-((Tert-Butoxycarbonyl)Amino)-3-(3-Cyclopropylphenyl)Propanoate C(C)(C)(C)OC(=O)N[C@@H](CC(=O)OC)C1=CC(=CC=C1)C1CC1